palmitoyl-SN-glycero-3-phosphorylcholine C(CCCCCCCCCCCCCCC)(=O)C(OP(OC[C@@H](CO)O)(=O)O)C[N+](C)(C)C